tert-butyl (R)-(1-(chlorosulfonyl)piperidin-3-yl)carbamate ClS(=O)(=O)N1C[C@@H](CCC1)NC(OC(C)(C)C)=O